ClC1=CC(N(C(N1)=O)C)=O 6-chloro-3-methylpyrimidine-2,4(1H,3H)-dione